Cl.ClC=1C=C(C(NC1)=O)CNC([C@H](C)NC(=O)[C@@H]1NC[C@H](C1)C1=CC=CC=C1)=O (2R,4R)-N-((S)-1-(((5-chloro-2-oxo-1,2-dihydropyridin-3-yl)methyl)amino)-1-oxopropan-2-yl)-4-phenylpyrrolidine-2-carboxamide hydrochloride